(R)-1-(4-(4-((4-([1,2,4]triazolo[1,5-a]pyridin-7-yloxy)-2-fluoro-3-methylphenyl)amino)pyrido[3,2-d]pyrimidin-6-yl)-2-methylpiperazin-1-yl)but-2-yn-1-one N=1C=NN2C1C=C(C=C2)OC2=C(C(=C(C=C2)NC=2C1=C(N=CN2)C=CC(=N1)N1C[C@H](N(CC1)C(C#CC)=O)C)F)C